(4Z)-4-(1H-benzimidazol-5-ylmethylene)-2-(tetrahydropyran-4-ylmethylamino)-1H-imidazol-5-one N1C=NC2=C1C=CC(=C2)\C=C\2/N=C(NC2=O)NCC2CCOCC2